CC1(CC1)NS(=O)(=O)C=1C=C2C(N(C=3N(C2=CC1)C(CN3)C(=O)OC)C([2H])([2H])C=3C=NN(C3)C)=O methyl 7-[(1-methylcyclopropyl)sulfamoyl]-4-[(1-methylpyrazol-4-yl)(2H2)methyl]-5-oxo-1H,2H-imidazo[1,2-a]quinazoline-1-carboxylate